6-bromo-4-chloro-2,3-difluorobenzoic acid methyl ester COC(C1=C(C(=C(C=C1Br)Cl)F)F)=O